ClC1=NC=C(C(=N1)C=1C=C2C(=CC(=NC2=C(C1)F)C)C(C)(C)O)F 2-(6-(2-chloro-5-fluoropyrimidin-4-yl)-8-fluoro-2-methylquinolin-4-yl)propan-2-ol